C(C)(=O)O[C@@H]1[C@H]([C@H](N(C1)C(=O)OC(C)(C)C)C(=O)OC)CCCB1OC(C(O1)(C)C)(C)C 1-(tert-butyl) 2-methyl (2S,3S,4R)-4-acetoxy-3-(3-(4,4,5,5-tetramethyl-1,3,2-dioxaborolan-2-yl)propyl)pyrrolidine-1,2-dicarboxylate